C(#N)C=1C=C2C(=NC1)N(C=C2)C2=NC=C(C(=O)NC1CCN(CC1)CC1=NC=C(C=C1)C1C(NC(CC1)=O)=O)C(=C2)NC(C)C 6-(5-cyano-1H-pyrrolo[2,3-b]pyridin-1-yl)-N-(1-((5-(2,6-dioxopiperidin-3-yl)pyridin-2-yl)methyl)piperidin-4-yl)-4-(isopropylamino)nicotinamide